CC1=NN=C2N1C(=C(C=C2)C[C@@H]2CC[C@H](CC2)C(=O)N2OCC[C@H]2C2=NC=CN=C2)C trans-[4-[(3,5-dimethyl-[1,2,4]triazolo[4,3-a]pyridin-6-yl)methyl]cyclohexyl]-[(3S)-3-pyrazin-2-yl-1,2-oxazolidin-2-yl]methanone